(S)-2-amino-N-(3-chlorophenyl)-3-methylbutyramide N[C@H](C(=O)NC1=CC(=CC=C1)Cl)C(C)C